(2R,3R,4S,5R,6S)-2-(hydroxymethyl)-5-(pyridin-2-ylmethoxy)-4-(4-(3,4,5-trifluorophenyl)-1H-1,2,3-triazol-1-yl)-1,7-dioxaspiro[5.5]undecan-3-ol OC[C@H]1O[C@@]2([C@@H]([C@H]([C@H]1O)N1N=NC(=C1)C1=CC(=C(C(=C1)F)F)F)OCC1=NC=CC=C1)OCCCC2